N-[4-(2-aminoethyl)phenyl]-5-chloro-6-piperazin-1-yl-pyridine-3-carboxamide NCCC1=CC=C(C=C1)NC(=O)C=1C=NC(=C(C1)Cl)N1CCNCC1